BrC1=C(C=C(C=C1)C)OCCBr 1-bromo-2-(2-bromoethoxy)-4-methylbenzene